BrCCCCCCCC1=C2C(NC(C2=CC=C1)=O)=O (7-bromoheptyl)isoindole-1,3-dione